1-(4-(4-(4-methylpiperazin-1-yl)-6-morpholino-1,3,5-triazin-2-yl)phenyl)-3-(1-oxo-1,3-dihydroisobenzofuran-5-yl)urea CN1CCN(CC1)C1=NC(=NC(=N1)N1CCOCC1)C1=CC=C(C=C1)NC(=O)NC=1C=C2COC(C2=CC1)=O